5-(methoxyformyl)indoline COC(=O)C=1C=C2CCNC2=CC1